N,N-ditert-butoxycarbonyl-(6-(bromomethyl)-3-fluoropyridin-2-yl)-amine C(C)(C)(C)OC(=O)N(C(=O)OC(C)(C)C)C1=NC(=CC=C1F)CBr